2-[(2,2-difluoro-2H-1,3-benzodioxol-5-yl)oxy]-N-{4-[2-(3,4-difluorophenoxy)acetylamino]-2-hydroxybicyclo[2.2.2]oct-1-yl}acetamide FC1(OC2=C(O1)C=CC(=C2)OCC(=O)NC21C(CC(CC2)(CC1)NC(COC1=CC(=C(C=C1)F)F)=O)O)F